CC1CNCC(N1)C(=O)N 6-methylpiperazine-2-carboxamide